methyl (1s,3s)-3-(5-(difluoromethyl)-3-(3-(1-(o-tolyl)cyclopropyl)-1,2,4-oxadiazol-5-yl)-1H-pyrazol-1-yl)-1-methoxycyclobutane-1-carboxylate FC(C1=CC(=NN1C1CC(C1)(C(=O)OC)OC)C1=NC(=NO1)C1(CC1)C1=C(C=CC=C1)C)F